(R)-1-(1-acryloylpyrrolidin-3-yl)-3-(3-chloro-4-((4-(trifluoromethyl)benzyl)oxy)phenyl)-1H-imidazo[4,5-c]pyridin-2(3H)-one C(C=C)(=O)N1C[C@@H](CC1)N1C(N(C=2C=NC=CC21)C2=CC(=C(C=C2)OCC2=CC=C(C=C2)C(F)(F)F)Cl)=O